2-(piperazin-1-yl)-N-(4-(piperidin-1-ylsulfonyl)phenyl)propanamide N1(CCNCC1)C(C(=O)NC1=CC=C(C=C1)S(=O)(=O)N1CCCCC1)C